Ethyl 5-((1R,5S)-1-(5-fluoro-2-hydroxypyridin-3-yl)-2-azabicyclo[3.1.0]hexan-2-yl)pyrazolo[1,5-a]pyrimidine-3-carboxylate FC=1C=C(C(=NC1)O)[C@@]12N(CC[C@H]2C1)C1=NC=2N(C=C1)N=CC2C(=O)OCC